CN(C)\C=C\1/C(NCCC1=O)=O (3Z)-3-[(dimethylamino)methylene]piperidine-2,4-dione